C(C)(C)OC(=O)N1[C@H]([C@H](CCC1)NS(=O)(=O)C)CC1=NC(=CC=C1)C1=C(C=CC(=C1)F)F Cis-2-((6-(2,5-difluorophenyl)pyridin-2-yl)methyl)-3-((methylsulfonyl)amino)piperidine-1-carboxylic acid isopropyl ester